Di-Tert-Butyl 2-((7-Chlorothieno[3,2-B]Pyridin-2-Yl)Methyl)-3-Oxopiperazine-1,4-Dicarboxylate ClC1=C2C(=NC=C1)C=C(S2)CC2N(CCN(C2=O)C(=O)OC(C)(C)C)C(=O)OC(C)(C)C